ClC=1C(=NC=CC1C=1C(=C(C=CC1)NC(C1=NC=C(C=C1)CNCCO)=O)C)C=1C=C2CCN(CC2=C(C1)OC)CC1NC(CC1)=O N-(3-(3-chloro-2-(8-methoxy-2-((5-oxopyrrolidin-2-yl)methyl)-1,2,3,4-tetrahydroisoquinolin-6-yl)pyridin-4-yl)-2-methylphenyl)-5-(((2-hydroxyethyl)amino)methyl)picolinamide